NC1=NC=2C=C(C(=CC2C2=C1C=NN2C)C(=O)N([C@H]2CCOCC1=NC(=CC=C12)C(F)(F)F)C)C 4-amino-N,1,7-trimethyl-N-((5S)-2-(trifluoromethyl)-5,6,7,9-tetrahydrooxepino[3,4-b]pyridin-5-yl)-1H-pyrazolo-[4,3-c]quinoline-8-carboxamide